2-methyl-3-phenylpyrimido[4,5-b][1,5]naphthyridine-4,5(3H,10H)-dione CC=1N(C(C2=C(NC3=CC=CN=C3C2=O)N1)=O)C1=CC=CC=C1